1,3,5-Trihydroxybenzol OC1=CC(=CC(=C1)O)O